ClC(CC[SiH2]OC(OCC)OCC)C 3-chlorobutyl-(diethoxymethoxysilane)